The molecule is 5-hydroperoxy-15-HETE(1-) that has 5S,15S configuration. The conjugate base of (5S,15S)-5-hydroperoxy-15-HETE. The major species at pH 7.3. It is a 5-hydroperoxy-15-HETE(1-), a hydroperoxy fatty acid anion, a hydroperoxy polyunsaturated fatty acid anion and a hydroperoxy(hydroxy)icosatetraenoate. It is a conjugate base of a (5S,15S)-5-hydroperoxy-15-HETE. CCCCC[C@@H](/C=C/C=C\\C/C=C\\C=C\\[C@H](CCCC(=O)[O-])OO)O